BrC=1C=CC=2N(C3=CC=C(C=C3C2C1)Br)CCC[N+](C)(C)C 3-(3,6-dibromo-9H-carbazol-9-yl)-N,N,N-trimethylpropan-1-aminium